(3R)-4-(6-cyclobutyl-2-[1H-pyrrolo[2,3-b]pyridin-4-yl]pyrimidin-4-yl)-3-methylmorpholine C1(CCC1)C1=CC(=NC(=N1)C1=C2C(=NC=C1)NC=C2)N2[C@@H](COCC2)C